(4aR,8aS)-6-[4-[[4-(Trifluoromethyl)phenyl]methyl]azepane-1-carbonyl]-4,4a,5,7,8,8a-hexahydropyrido[4,3-b][1,4]oxazin-3-one FC(C1=CC=C(C=C1)CC1CCN(CCC1)C(=O)N1C[C@@H]2[C@@H](OCC(N2)=O)CC1)(F)F